(6-methyl-2-(4-methylphenyl)imidazo[1,2-a]pyridine-3-yl)acetonitrile CC=1C=CC=2N(C1)C(=C(N2)C2=CC=C(C=C2)C)CC#N